C(C)(C)C1=C(NC2=CC=C(C=C12)C1CCNCC1)C1=C(C=NC(=C1)C)CO (4-(3-isopropyl-5-(piperidin-4-yl)-1H-indol-2-yl)-6-methylpyridin-3-yl)methanol